4-((3-(8-(((3S,4R)-3-fluoro-1-methylpiperidin-4-yl)amino)-3-vinylimidazo[1,2-a]pyridin-2-yl)prop-2-yn-1-yl)amino)-3-methoxybenzenesulfonamide F[C@H]1CN(CC[C@H]1NC=1C=2N(C=CC1)C(=C(N2)C#CCNC2=C(C=C(C=C2)S(=O)(=O)N)OC)C=C)C